6-(6-chloro-4-isopropyl-2,7-naphthyridin-1-yl)-1-thia-6-azaspiro[3.3]heptane ClC=1C=C2C(=CN=C(C2=CN1)N1CC2(CCS2)C1)C(C)C